1-[2-chloro-4-[[5-[4-(difluoromethoxy)-2,3-difluoro-phenyl]-1-methyl-imidazole-2-carbonyl]amino]benzoyl]-N-[[(3S)-pyrrolidin-3-yl]methyl]piperidine-4-carboxamide trifluoroacetate FC(C(=O)O)(F)F.ClC1=C(C(=O)N2CCC(CC2)C(=O)NC[C@@H]2CNCC2)C=CC(=C1)NC(=O)C=1N(C(=CN1)C1=C(C(=C(C=C1)OC(F)F)F)F)C